Fmoc-N-methoxy-3-aminopropanoic acid C(=O)(OCC1C2=CC=CC=C2C2=CC=CC=C12)C(C(=O)O)CNOC